tert-butyl (R)-3-(3-chloro-5-(4-(ethoxycarbonyl)oxazol-2-yl)phenyl)morpholine-4-carboxylate ClC=1C=C(C=C(C1)C=1OC=C(N1)C(=O)OCC)[C@H]1N(CCOC1)C(=O)OC(C)(C)C